C1(=CC=CC=C1)C(C(=O)[O-])C#N Phenylcyanoacetat